NC1=NC=C(C2=C1C(=C(N2C)C2=C(C=C(C=C2)NC(C(=C)C)=O)F)C2=CC(=C(C=C2)OC2=NC=CC=N2)F)C#N N-(4-(4-amino-7-cyano-3-(3-fluoro-4-(pyrimidin-2-yloxy)phenyl)-1-methyl-1H-pyrrolo[3,2-c]pyridin-2-yl)-3-fluorophenyl)methacrylamide